C(C)(C)(C)OC(=O)N(C=1C(=NC(=C(C1)C(F)(F)F)C(CBr)=O)C(=O)OC)C(=O)OC(C)(C)C methyl 3-[bis(tert-butoxycarbonyl)amino]-6-(2-bromoacetyl)-5-(trifluoromethyl)pyridine-2-carboxylate